ethyl 1-[(6-{3-azabicyclo[3.1.0]hex-3-yl}-2-chloropyridin-3-yl) methyl]-1H-imidazole-4-carboxylate C12CN(CC2C1)C1=CC=C(C(=N1)Cl)CN1C=NC(=C1)C(=O)OCC